BrCCCCCCCCCCC(=O)OC(C)(C)C tert-butyl 11-bromoundecanoate